tert-butyl N-(cyclobutylmethyl)-N-[[2-[(1-oxo-5-phenyl-2,7-naphthyridin-2-yl)methyl]imidazo[1,2-a]pyridin-6-yl]methyl]carbamate C1(CCC1)CN(C(OC(C)(C)C)=O)CC=1C=CC=2N(C1)C=C(N2)CN2C(C1=CN=CC(=C1C=C2)C2=CC=CC=C2)=O